[Zn].[In].[Cu].[Mo] molybdenum-copper-indium-zinc